FC1=C(C=CC(=C1)F)CNC(=O)C=1C(C(=C2N(C[C@@H]3N([C@H](CCN3C(C)C)C)C2=O)C1)O)=O (4S,12aS)-N-[(2,4-Difluorophenyl)methyl]-7-hydroxy-4-methyl-1-(1-methylethyl)-6,8-dioxo-1,2,3,4,6,8,12,12a-octahydropyrido[1',2':4,5]pyrazino[1,2-a]pyrimidine-9-carboxamide